6-(2,6-dichloro-4-nitrophenoxy)-2-(4-(trifluoromethoxy)benzyl)-3,4-dihydroisoquinolin ClC1=C(OC=2C=C3CCN(CC3=CC2)CC2=CC=C(C=C2)OC(F)(F)F)C(=CC(=C1)[N+](=O)[O-])Cl